FC1C=CS(=O)(=O)OCC1 3-fluoro-1-pentene-1,5-sultone